Cl.OCC1OCC(CNC1)(O)C 2-(hydroxymethyl)-6-methyl-1,4-oxazepan-6-ol hydrochloride